((3-(dimethylamino)propyl)azanediyl)bis(hexane-1,2-diyl) dihexanoate C(CCCCC)(=O)OC(CN(CC(CCCC)OC(CCCCC)=O)CCCN(C)C)CCCC